COC(C(C1=CN(C2=CC=CC=C12)C(=O)OC)CCCCNC(=O)C1N(CCC1)C(C)=O)=O α-[N-(1-acetylpyrrolidine-2-carbonyl)-4-aminobutyl]-N-methoxycarbonyl-3-indoleacetic acid methyl ester